L-2,4,6-trinitrophenol [N+](=O)([O-])C1=C(C(=CC(=C1)[N+](=O)[O-])[N+](=O)[O-])O